1-methyl-1,4-dihydronicotinic acid CN1C=C(C(=O)O)CC=C1